n-triacontyl nonanate C(CCCCCCCC)(=O)OCCCCCCCCCCCCCCCCCCCCCCCCCCCCCC